(S)-3-(3-chloro-4-fluorophenyl)-1-(8-fluoro-6-oxo-1,2,3,4,5,6-hexahydrobenzo[c][1,7]naphthyridin-1-yl)-1-methylurea ClC=1C=C(C=CC1F)NC(N(C)[C@H]1C=2C3=C(C(NC2CNC1)=O)C=C(C=C3)F)=O